CN(CC(=O)OCN1N=C(C=C1)\C=C\C=1SC=CC1)C (E)-(3-(2-(Thiophen-2-yl)vinyl)-1H-pyrazol-1-yl)methyl 2-(dimethylamino)acetate